FC(C=1C=2N(C=C(C1)C1=C(C(=CC=C1)F)C)C=C(N2)NC(=O)C2C(C2)F)F N-(8-(difluoromethyl)-6-(3-fluoro-2-methylphenyl)imidazo[1,2-a]pyridin-2-yl)-2-fluorocyclopropane-1-carboxamide